tri(1-ethylpropyl) phosphite P(OC(CC)CC)(OC(CC)CC)OC(CC)CC